2-(4-bromo-1-methyl-1H-pyrazol-3-yl)-5-methylpyridine BrC=1C(=NN(C1)C)C1=NC=C(C=C1)C